2-(2,4,5-trimethyl-cyclohex-2-en-1-yl)acetaldehyde CC=1C(CC(C(C1)C)C)CC=O